1-(4-(((tert-butyldiphenylsilyl)oxy)methyl)phenyl)tetrahydro-pyrimidin-2(1H)-one [Si](C1=CC=CC=C1)(C1=CC=CC=C1)(C(C)(C)C)OCC1=CC=C(C=C1)N1C(NCCC1)=O